NC=1C=2N(C=CN1)C(=NC2C2=CC=C(C=C2)CNC(C2=C(C=CC(=C2)F)OC)=O)C2(CCC(CC2)(C(=O)O)C)C (1r,4r)-4-(8-amino-1-(4-((5-fluoro-2-methoxybenzamido)methyl)phenyl)imidazo[1,5-a]pyrazin-3-yl)-1,4-dimethylcyclohexane-1-carboxylic acid